N-(2,4-difluorobenzyl)pyridine-2-amine FC1=C(CNC2=NC=CC=C2)C=CC(=C1)F